C(C)(C)(C)OC(=O)C=1C(C(=C(N(C1C1=CC(=C(C=C1)Cl)Cl)CC)C)C=1C=C(C(=O)O)C=CC1F)=O 3-[5-tert-butoxycarbonyl-6-(3,4-dichlorophenyl)-1-ethyl-2-methyl-4-oxo-3-pyridinyl]-4-fluoro-benzoic acid